(6-methoxypyridin-3-yl)boranediol COC1=CC=C(C=N1)B(O)O